ClC=1C=NN2C1N=C1C(=C2)CCC12CC2 3-chloro-6,7-dihydrospiro[cyclopenta[d]pyrazolo[1,5-a]pyrimidine-5,1'-cyclopropane]